tert-butyl (4-(1-hydroxyethyl)phenyl)carbamate OC(C)C1=CC=C(C=C1)NC(OC(C)(C)C)=O